C(C)C=1C(NC=2C=C(C=NC2C1)CN1[C@@H]([C@H](C1)OC=1C=CC(=NC1)C(=O)OC)C)=O methyl 5-(((2R,3S)-1-((7-ethyl-6-oxo-5,6-dihydro-1,5-naphthyridin-3-yl)methyl)-2-methylazetidin-3-yl)oxy)picolinate